1-methylsulfonylethene CS(=O)(=O)C=C